3-(2-(2-aminoethoxy)ethyl)oxazolidine-2,4-dione NCCOCCN1C(OCC1=O)=O